(difluoromethyl)-3-(2-(dimethylamino)ethoxy)thiophene-2-carboxylic acid FC(F)C=1C(=C(SC1)C(=O)O)OCCN(C)C